o-aminopyridine bisphosphonate P(O)(O)=O.P(O)(O)=O.NC1=NC=CC=C1